C(C)(C)(C)C1=NC(=NO1)C(=O)NCC1=C(C(=C(C=C1)C1=CC(=NC=C1)NC(=O)C1CC1)F)C(F)(F)F 5-(tert-butyl)-N-(4-(2-(cyclopropanecarboxamido)pyridin-4-yl)-3-fluoro-2-(trifluoromethyl)benzyl)-1,2,4-oxadiazole-3-carboxamide